(1S,2S,3S,6R)-6-((3-cyclopentylpropyl)amino)-4-((difluoromethoxy)methyl)cyclohex-4-ene-1,2,3-triol C1(CCCC1)CCCN[C@@H]1C=C([C@@H]([C@@H]([C@H]1O)O)O)COC(F)F